The molecule is a cytochalasin isolated from a fungus Phoma sp. that has been shown to possess potent inhibitory activity against HT-29 colonic adenocarcinoma cells. It has a role as an antineoplastic agent and a fungal metabolite. It is a cytochalasin, a macrolide antibiotic and an organic heterotricyclic compound. C[C@H]1[C@H]2[C@@H](NC(=O)[C@@]23[C@@H](/C=C(/C[C@@H](C[C@@H](/C=C\\C(=O)O3)O)CO)\\C)C=C1C)CC(C)C